(S)-N-(benzo[b]thiophen-5-ylmethyl)-4-(2-(3-fluoro-4-(trifluoromethyl)phenyl)-2H-pyrazolo[3,4-d]pyrimidin-4-yl)piperazine-2-carboxamide S1C2=C(C=C1)C=C(C=C2)CNC(=O)[C@H]2NCCN(C2)C=2C=1C(N=CN2)=NN(C1)C1=CC(=C(C=C1)C(F)(F)F)F